spiro[chroman-2,3'-pyrrolidin]-4-one N1CC2(CC1)OC1=CC=CC=C1C(C2)=O